(S)-1-(3-(3-methyl-4-(isobutyl)piperazine-1-carbonyl)-4-fluorobenzyl)quinazoline-2,4(1H,3H)-dione C[C@H]1CN(CCN1CC(C)C)C(=O)C=1C=C(CN2C(NC(C3=CC=CC=C23)=O)=O)C=CC1F